3-[4-(5-chloro-4-methoxythiophen-3-yl)-1H-1,2,3-triazol-1-yl]piperidine-2,6-dione ClC1=C(C(=CS1)C=1N=NN(C1)C1C(NC(CC1)=O)=O)OC